COC(CN1C2=CC=CC=C2C=2CCN(CC12)C(C1=CC=C(C=C1)C(F)(F)F)=O)=O [2-(4-Trifluoromethylbenzoyl)-2,3,4,9-tetrahydro-1H-β-carbolin-9-yl]-acetic acid methyl ester